3-(2-fluoro-4-(1-(4-(trifluoromethoxy)phenyl)-1H-1,2,4-triazol-3-yl)phenyl)urea FC1=C(C=CC(=C1)C1=NN(C=N1)C1=CC=C(C=C1)OC(F)(F)F)NC(N)=O